ClC=1C=C2C=C(NC2=CC1)CNC(N(C1CN(CCC1)C(=O)C1=NNN=C1C)C)=O 3-[(5-chloro-1H-indol-2-yl)methyl]-1-methyl-1-[1-(5-methyl-2H-1,2,3-triazole-4-carbonyl)piperidin-3-yl]urea